N4-((2-(trifluoromethyl)pyridin-3-yl)methyl)pyrido[2,3-d]pyrimidine-2,4-diamine FC(C1=NC=CC=C1CNC=1C2=C(N=C(N1)N)N=CC=C2)(F)F